N=C1OC=CN1CC1=CC=CC=2NC(=NC21)NC(C)(C)C2=CC(=CC=C2)C(F)(F)F 4-[(2-imino-2,3-dihydro-1,3-oxazol-3-yl)methyl]-N-{2-[3-(trifluoromethyl)phenyl]propan-2-yl}-1H-1,3-benzodiazole-2-amine